C(#N)C1(CCNCC1)CNC=1C=2N(C=C(N1)C1=CC=NC=C1)C(=C(N2)C(=O)N)C 8-[(4-Cyano-piperidin-4-ylmethyl)-amino]-3-methyl-6-pyridin-4-yl-imidazo[1,2-a]pyrazine-2-carboxylic acid amide